2-((4-((R)-2-(4-chlorophenyl)-2,3-dihydrobenzo[b][1,4]dioxin-5-yl)piperidin-1-yl)methyl)-3-((S)-oxetan-2-ylmethyl)-3H-imidazo[4,5-b]pyridine-5-carboxylic acid ClC1=CC=C(C=C1)[C@@H]1COC2=C(O1)C=CC=C2C2CCN(CC2)CC2=NC=1C(=NC(=CC1)C(=O)O)N2C[C@H]2OCC2